N-ethyl-N-hydroxyethyl-meta-toluidine, magnesium salt [Mg].C(C)N(C1=CC(=CC=C1)C)CCO